C(C1=CC=CC=C1)O[C@H](COCCOC[C@H](C)N1N=CC(=C1)C1=NN(C2=CC=C(C=C12)O[Si](C)(C)C(C)(C)C)C1OCCCC1)C [3-[1-[(1S)-2-[2-[(2S)-2-benzyloxypropoxy]ethoxy]-1-methyl-ethyl]pyrazol-4-yl]-1-tetrahydropyran-2-yl-indazol-5-yl]oxy-tert-butyl-dimethyl-silane